O[C@H]1C[C@H]2C[C@H]([C@H]3[C@@H]4CC[C@H]([C@@H](CCC(=O)O)C)[C@]4(C[C@H]([C@@H]3[C@]2(CC1)C)O)C)O 3α,7α,11α-trihydroxy-5β-cholan-24-oic acid